tert-Butyl (S)-(1-((((2-((4,4-difluorocyclohexyl)(1-isopropyl-1H-pyrazole-5-carboxamido)methyl)imidazo[1,2-b]pyridazin-7-yl)methyl)amino)methyl)-3,3-difluorocyclobutyl)carbamate FC1(CCC(CC1)[C@@H](C=1N=C2N(N=CC(=C2)CNCC2(CC(C2)(F)F)NC(OC(C)(C)C)=O)C1)NC(=O)C1=CC=NN1C(C)C)F